2-iodo-6-(2-methyl-4-pyridinyl)imidazo[1,2-a]pyridine IC=1N=C2N(C=C(C=C2)C2=CC(=NC=C2)C)C1